6-[3-chloro-4-(3-hydroxy-2,2-dimethylpropoxy)-5-methylphenyl]-5-methyl-4,5-dihydro-2H-pyridazin-3-one ClC=1C=C(C=C(C1OCC(CO)(C)C)C)C=1C(CC(NN1)=O)C